(2-(hept-3-yl)-1,3-dioxolan-4-yl)methanol CCC(CCCC)C1OCC(O1)CO